1-(3-(4-Methoxyphenyl)-1,2,4-oxadiazol-5-yl)-N-((1-((3-Methyloxetan-3-yl)methyl)pyrrolidin-3-yl)methyl)piperidin-4-carboxamid COC1=CC=C(C=C1)C1=NOC(=N1)N1CCC(CC1)C(=O)NCC1CN(CC1)CC1(COC1)C